C1(=CC=CC=C1)S(=O)(=O)N1C=CC2=CC=C(C=C12)OCC1CCCCC1 1-(benzenesulfonyl)-6-(cyclohexylmethoxy)indole